6-chloro-1H-pyrazolo[3,4-b]Pyridine ClC1=CC=C2C(=N1)NN=C2